(R)-5-(1-fluoro-3-hydroxy-7-((2-(3-methylenecyclobutyl)ethyl)amino)-5,6,7,8-tetrahydronaphthalen-2-yl)-1,2,5-thiadiazolidin-3-one-1,1-dioxide FC1=C(C(=CC=2CC[C@H](CC12)NCCC1CC(C1)=C)O)N1CC(NS1(=O)=O)=O